9,9',9''-(6-(3,6-diphenyl-9H-carbazol-9-yl)-4-(o-tolyl)pyridine-2,3,5-triyl)tris(9H-pyrido[3,4-b]indole) C1(=CC=CC=C1)C=1C=CC=2N(C3=CC=C(C=C3C2C1)C1=CC=CC=C1)C1=C(C(=C(C(=N1)N1C2=C(C3=CC=CC=C13)C=CN=C2)N2C1=C(C3=CC=CC=C23)C=CN=C1)C1=C(C=CC=C1)C)N1C2=C(C3=CC=CC=C13)C=CN=C2